2-(2-(cyclopropanesulfonylamino)thiazol-4-yl)-N-(4-(pyridin-3-yl)phenyl)acetamide sodium [Na].C1(CC1)S(=O)(=O)NC=1SC=C(N1)CC(=O)NC1=CC=C(C=C1)C=1C=NC=CC1